FC1=C(C#N)C=CC(=C1)O[C@H]1CNC[C@]1(CO)O 2-fluoro-4-(((3S,4R)-4-hydroxy-4-(hydroxymethyl)pyrrolidin-3-yl)oxy)benzonitrile